FC1=CC=C(C=C1)C#CCNC1=CC=CC=C1 N-(3-(4-fluorophenyl)prop-2-yn-1-yl)aniline